COC1=C2C=CC(OC2=CC=C1C(=O)NC1=NN(C2=CC=CC=C12)CC(C)OC)(C)C 5-Methoxy-N-(1-(2-methoxypropyl)-1H-indazol-3-yl)-2,2-dimethyl-2H-chromen-6-carboxamide